FC=1C(=CC(=NC1)OC)C1=CC(=NN1)C(=O)N1C(C[C@H](CC1)C(=O)NC1CCC(CC1)(C(F)(F)F)O)(C)C (S)-1-(5-(5-fluoro-2-methoxypyridin-4-yl)-1H-pyrazole-3-carbonyl)-N-((1r,4S)-4-hydroxy-4-(trifluoromethyl)cyclohexyl)-2,2-dimethylpiperidine-4-carboxamide